1-(3,5-dichlorophenyl)-3-methyl-N-[[2-(methylamino)pyrimidin-4-yl]methyl]-5-oxopyrrolidine-3-carboxamid ClC=1C=C(C=C(C1)Cl)N1CC(CC1=O)(C(=O)NCC1=NC(=NC=C1)NC)C